3-(3-chloro-2-hexyloxybenzyloxy)-N-(pyridin-3-yl)thiophene-2-carboxamide ClC=1C(=C(COC2=C(SC=C2)C(=O)NC=2C=NC=CC2)C=CC1)OCCCCCC